5-CHLORO-2-METHYLBENZALDEHYDE ClC=1C=CC(=C(C=O)C1)C